tert-butyl ((1-(2-oxo-4-(o-tolyl)-2H-chromene-7-carbonyl)pyrrolidin-3-yl)methyl)carbamate O=C1OC2=CC(=CC=C2C(=C1)C1=C(C=CC=C1)C)C(=O)N1CC(CC1)CNC(OC(C)(C)C)=O